[Co].[Ca].[Zn].[Fe] iron-zinc-calcium-cobalt